FC1(CCN(CCC1)C1=C(C(=O)NC=2C=C(C=CC2)[S@](=O)(C)=NC(=O)C2CN(C2)C(=O)OC(C)(C)C)C(=C(C=N1)C=1C=NN(C1)C)C)F tert-butyl (R)-3-(((3-(2-(4,4-difluoroazepan-1-yl)-4-methyl-5-(1-methyl-1H-pyrazol-4-yl)nicotinamido)phenyl)(methyl)(oxo)-λ6-sulfaneylidene)carbamoyl)azetidine-1-carboxylate